NCC1=NNC(C2=CC=C(C=C12)C=1C=NN(C1C1=CC2=CC=CC=C2C=C1)C)=O 4-(aminomethyl)-6-(1-methyl-5-(naphthalen-2-yl)-1H-pyrazol-4-yl)phthalazin-1(2H)-one